N1=CC(=CC=C1)C(=O)N 3-pyridylcarboxamide